ClC=1C(=NC=C(C1)Cl)CN1N=C2N([C@@H](CCC2)C(=O)N2CC(CC2)(F)F)C1=O (5S)-2-[(3,5-Dichloropyridin-2-yl)methyl]-5-[(3,3-difluoropyrrolidin-1-yl)carbonyl]-5,6,7,8-tetrahydro[1,2,4]triazolo[4,3-a]pyridin-3(2H)-one